(6-amino-3-pyridinyl)methanone tert-Butyl-2,2-dimethyl-3,3-diphenyl-4,7,10,13,16-pentaoxa-3-silanonadecan-19-oate C(C)(C)(C)OC(CCOCCOCCOCCOCCO[Si](C(C)(C)C)(C1=CC=CC=C1)C1=CC=CC=C1)=O.NC1=CC=C(C=N1)C=O